BrC1=C(N(C(=C1Cl)N1C(C(CC1)CC1=CC(=C(C(=C1)F)F)F)=O)COCC[Si](C)(C)C)C(=O)OC Methyl 3-bromo-4-chloro-5-(2-oxo-3-(3,4,5-trifluorobenzyl)pyrrolidin-1-yl)-1-((2-(trimethylsilyl)ethoxy)methyl)-1H-pyrrole-2-carboxylate